C(C)[C@]1(C2=C(NC=3N=CC(=CC13)C(F)(F)F)CC(CC2=O)(C)C)C2=CC=CC=C2 (S)-5-ethyl-8,8-dimethyl-5-phenyl-3-(trifluoromethyl)-5,8,9,10-tetrahydrobenzo[b][1,8]naphthyridin-6(7H)-one